NC1=C2N=C(N(C2=NC(=N1)F)[C@@H]1O[C@@H](CC1)CCl)Cl (2R,3R,4S,5S)-2-(6-Amino-8-chloro-2-fluoro-9H-purin-9-yl)-5-(chloromethyl)tetrahydrofuran